2-(4'-ethoxy-2,5-difluoro-[1,1'-biphenyl]-4-yl)-6-fluoroquinoline-4-carboxylic acid C(C)OC1=CC=C(C=C1)C1=C(C=C(C(=C1)F)C1=NC2=CC=C(C=C2C(=C1)C(=O)O)F)F